ClC1=C(C=CC2=C1C(=NCC(N2)=O)C2=C(C=CC=C2F)F)C 6-chloro-5-(2,6-difluorophenyl)-7-methyl-1,3-dihydro-1,4-benzodiazepine-2-One